CC1=NC=CC(=C1C=1C=C2C(=NC1)NC=C2C=2C=C1C(=NC=NC1=CC2)N2CCN(CC2)C)C 6-(5-(2,4-dimethylpyridin-3-yl)-1H-pyrrolo[2,3-b]pyridin-3-yl)-4-(4-methylpiperazin-1-yl)quinazoline